C1=CC=CC=2C3=CC=CC=C3C(=CC12)CO Phenanthrene-9-yl-methanol